7-Chloro-4-(methylamino)-1-(3-vinylphenyl)quinazolin-2(1H)-one ClC1=CC=C2C(=NC(N(C2=C1)C1=CC(=CC=C1)C=C)=O)NC